FC(O[C@H]1[C@H](CCC1)N)F (1S,2R)-2-(difluoromethoxy)cyclopentan-1-amine